BrC1=C2C=CNC2=[N+](C=C1)[O-] 4-Bromo-7-azaindole 7-oxide